C(#N)C1=C(C=CC(=C1)O)[C@@H](CC)C=1C=NN(C1)C (1R,2R)-1-(2-cyano-4-hydroxyphenyl)-1-(1-methyl-1H-pyrazol-4-yl)propan